(3-cyano-6-((1-(methoxymethyl)cyclopropyl)methoxy)-5-methyl-1-(tetrahydro-2H-pyran-2-yl)-1H-indazol-4-yl)-1H-pyrrole C(#N)C1=NN(C2=CC(=C(C(=C12)N1C=CC=C1)C)OCC1(CC1)COC)C1OCCCC1